(2R)-N-[2-(1-benzylpiperidin-4-yl)ethyl]-4-(4-cyano-3-fluoro-5-methoxyphenyl)-2-methylpiperazine-1-carboxamide C(C1=CC=CC=C1)N1CCC(CC1)CCNC(=O)N1[C@@H](CN(CC1)C1=CC(=C(C(=C1)OC)C#N)F)C